N[C@H](C(=O)OC)COC1CC2(C1)CC(C2)NC(=O)OC(C)(C)C Methyl (2S)-2-amino-3-[6-(tert-butoxycarbonylamino)spiro[3.3]heptan-2-yl]oxy-propanoate